C(C1=CC=CC=C1)OC1=CC=CC(=N1)N(CC(=O)OC)C methyl N-(6-(benzyloxy)pyridin-2-yl)-N-methylglycinate